7-cyclobutoxy-N-(2-cyclopropyl-3-oxo-2,3-dihydropyridazin-4-yl)-2-(1-methyl-2-oxabicyclo[2.1.1]hexan-4-yl)imidazo[1,2-a]pyrimidine-6-carboxamide C1(CCC1)OC1=NC=2N(C=C1C(=O)NC=1C(N(N=CC1)C1CC1)=O)C=C(N2)C21COC(C2)(C1)C